sodium bisphosphonate salt P([O-])([O-])=O.P([O-])([O-])=O.[Na+].[Na+].[Na+].[Na+]